FC1=C(C=CC(=N1)C(=O)NC)N1CCN(CC1)CC1=CC=C2C(N(C(NC2=C1)=O)C)=O 6-fluoro-N-methyl-5-(4-((3-methyl-2,4-dioxo-1,2,3,4-tetrahydroquinazolin-7-yl)methyl)piperazin-1-yl)picolinamide